1-((1S,3R)-3-((5-cyano-4-(1-(2-hydroxyethyl)-1H-pyrazol-4-yl)pyrimidin-2-yl)amino)cyclohexyl)-1H-imidazo[4,5-c]pyridine-7-carbonitrile C(#N)C=1C(=NC(=NC1)N[C@H]1C[C@H](CCC1)N1C=NC=2C=NC=C(C21)C#N)C=2C=NN(C2)CCO